ClC=1C(=C(C=CC1F)N(C(=O)[C@H]1N(C(N(C1)CC1CN(CCO1)C)=O)C1=NC(=CC(=C1)C(F)(F)F)C)C)F (4S)-N-(3-Chloro-2,4-difluorophenyl)-N-methyl-3-(6-methyl-4-(trifluoromethyl)pyridin-2-yl)-1-((4-methylmorpholin-2-yl)methyl)-2-oxoimidazolidine-4-carboxamide